N-benzyl-4-(methylsulfonyl)morpholine-2-carboxamide C(C1=CC=CC=C1)NC(=O)C1CN(CCO1)S(=O)(=O)C